FC(C=1C=C(C=CC1)[C@@H](C)NC=1C2=C(N=CN1)N=CC(=C2)C=2CCN(CC2)C(C)=O)(F)F 1-{4-[4-({(1R)-1-[3-(trifluoromethyl)phenyl]ethyl}amino)pyrido[2,3-d]pyrimidin-6-yl]-3,6-dihydropyridin-1(2H)-yl}ethan-1-one